2-((9-(4-((4-(2-(3-chloro-5-cyanophenyl)prop-2-yl)phenoxy)methyl)pyrimidin-2-yl)-3,9-diazaspiro[5.5]undecan-3-yl)methyl)-7-azaspiro[3.5]nonane-7-carboxylic acid tert-butyl ester C(C)(C)(C)OC(=O)N1CCC2(CC(C2)CN2CCC3(CC2)CCN(CC3)C3=NC=CC(=N3)COC3=CC=C(C=C3)C(C)(C)C3=CC(=CC(=C3)C#N)Cl)CC1